CC1CCC(CC1)C(COC)(COC)CCC(CCC)C 2-(4-methylcyclohexyl)-2-(3-methylhexyl)-1,3-dimethoxypropane